(S)-5-bromo-1-((5-(5-(difluoromethyl)-1,3,4-oxadiazol-2-yl)pyridin-2-yl)methyl)-6-fluoro-3-(pyrrolidin-3-yl)-1,3-dihydro-2H-benzo[d]imidazol-2-one BrC1=CC2=C(N(C(N2[C@@H]2CNCC2)=O)CC2=NC=C(C=C2)C=2OC(=NN2)C(F)F)C=C1F